2,2-dimethoxy-N-(3-trimethoxysilylpropoxycarbonyl)-1-aza-2-silacyclopentane CO[Si]1(N(CCC1)C(=O)OCCC[Si](OC)(OC)OC)OC